4-(2-methyl-1-oxo-1,2-dihydro-2,7-naphthyridin-4-yl)benzaldehyde CN1C(C2=CN=CC=C2C(=C1)C1=CC=C(C=O)C=C1)=O